N1N=C(C=C1)B1OC(C)(C)C(C)(C)O1 pyrazole-boronic acid pinacol ester